4-amino-1-beta-D-ribofuranosyl-s-triazine NC1=NCN(C=N1)[C@H]1[C@H](O)[C@H](O)[C@H](O1)CO